O=S1(CCN(CC1)CC1=NN2C(NC(=C(C2C2=CC(=C(C=C2)C(F)(F)F)F)C(=O)NC=2C=C3C=CN=CC3=CC2)C)=C1)=O 2-((1,1-dioxothiomorpholino)methyl)-7-(3-fluoro-4-(trifluoromethyl)phenyl)-N-(isoquinolin-6-yl)-5-methyl-4,7-dihydropyrazolo[1,5-a]pyrimidine-6-carboxamide